FC(C=1C(=C(C=CC1)[C@@H](C)NC=1C2=C(N=C(N1)C)N1C(C(=C2)[C@H]2CC[C@H](CC2)O)=NN=C1)F)F cis-4-(4-(((R)-1-(3-(difluoromethyl)-2-fluorophenyl)ethyl)amino)-2-methyl-[1,2,4]triazolo[4',3':1,6]pyrido[2,3-d]pyrimidin-6-yl)cyclohexan-1-ol